4-amino-6-((3-methoxyphenyl)amino)-N-phenylpyridinamide NC1=CC(=NC(=C1)NC1=CC(=CC=C1)OC)C(=O)NC1=CC=CC=C1